[Tm].[Ho] holmium-thulium